NC1(C2CCC(C1)C2)C(=O)O 2-Aminobicyclo[2.2.1]heptane-2-carboxylic acid